C(C)N(C(=O)NC1CN(C2CC=3C4=C(C2=C1)C=CC=C4NC3)C)CC 1,1-Diethyl-3-(7-methyl-4,6,6a,7,8,9-hexahydro-indolo[4,3-fg]quinolin-9-yl)-urea